thiazolylaminobenzamide S1C(=NC=C1)NC1=C(C(=O)N)C=CC=C1